C1(CC1)C=1C2=C(C(NC1)=O)N(C=C2)S(=O)(=O)C2=CC=C(C=C2)C 4-cyclopropyl-1-(4-methylphenyl)sulfonyl-6H-pyrrolo[2,3-c]pyridin-7-one